4-chloro-5-(4-((3-ethyl-2,4-dioxo-1,2,3,4-tetrahydroquinazolin-7-yl)methyl)piperazin-1-yl)-N,6-dimethylpicolinamide ClC1=CC(=NC(=C1N1CCN(CC1)CC1=CC=C2C(N(C(NC2=C1)=O)CC)=O)C)C(=O)NC